C1(CC1)CN1C(=CC=2C1=NC=CC2)C2=NC1=C(N2C2CN(C2)C=2C=NC=NC2)C(=CC(=C1)C(=O)N1[C@@H]2CC[C@H](C1)[C@H]2N)OC (1R,4R,7R)-2-{2-[1-(cyclopropylmethyl)-1H-pyrrolo[2,3-b]pyridin-2-yl]-7-methoxy-1-[1-(pyrimidin-5-yl)azetidin-3-yl]-1H-1,3-benzodiazole-5-carbonyl}-2-azabicyclo[2.2.1]heptan-7-amine